(3S,6S,9aR)-3-(4-hydroxybenzyl)-6-isobutyl-2-(4-methylpentyl)hexahydro-4H-pyrazino[1,2-a]pyrazine-4,7(6H)-dione OC1=CC=C(C[C@@H]2N(C[C@@H]3N(C2=O)[C@H](C(NC3)=O)CC(C)C)CCCC(C)C)C=C1